FC1(C(COC1)NC(N(C)C(C)C1=C(C=NC=C1)F)=O)F 3-(4,4-difluorotetrahydrofuran-3-yl)-1-[1-(3-fluoro-4-pyridyl)ethyl]-1-methyl-urea